1-methyl-6-trifluoromethylquinolinone CN1C(C=CC2=CC(=CC=C12)C(F)(F)F)=O